4-amino-pyrazolo[3,4-D]pyrimidine NC1=C2C(=NC=N1)NN=C2